1-(1H-benzo[d]imidazol-5-yl)-5-(2,4-dihydroxyphenyl)imidazolidin-2-one N1C=NC2=C1C=CC(=C2)N2C(NCC2C2=C(C=C(C=C2)O)O)=O